4-(ethylsulfonyl)phenylpropionitrile hydrochloride Cl.C(C)S(=O)(=O)C1=CC=C(C=C1)C(C#N)C